rac-(3'S,5S)-1'-[4-chloro-2-(trifluoromethyl)phenyl]-2-(2-ethoxypyridin-3-yl)-3'-ethyl-7-pyrrolidin-3-ylspiro[6H-1,7-naphthyridine-5,4'-piperidine]-8-one ClC1=CC(=C(C=C1)N1C[C@H]([C@@]2(CC1)C=1C=CC(=NC1C(N(C2)C2CNCC2)=O)C=2C(=NC=CC2)OCC)CC)C(F)(F)F |r|